C(C)(=O)O[C@H]1[C@@H](SC2=CC(=CC=C2)C#N)O[C@@H]([C@@H]([C@@H]1N=[N+]=[N-])OC(C)=O)COC(C)=O 3-Cyanophenyl 2,4,6-tri-O-acetyl-3-azido-3-deoxy-1-thio-α-D-galactopyranoside